FC1=C(C=C(C=C1)C1=NC=CC=C1C=1C=CC=2N(C1)C(=CN2)C(=O)NCCN2CCOCC2)C 6-(2-(4-Fluoro-3-methylphenyl)pyridin-3-yl)-N-(2-morpholinoethyl)imidazo[1,2-a]pyridine-3-carboxamide